N2,N2,N2',N2',N7,N7,N7',N7'-octa(4-methoxyphenyl)spiro[fluorene-9,9'-xanthene]-2,2',7,7'-tetraamine COC1=CC=C(C=C1)N(C1=CC2=C(C=C1)C1=CC=C(C=C1C21C2=CC(=CC=C2OC=2C=CC(=CC12)N(C1=CC=C(C=C1)OC)C1=CC=C(C=C1)OC)N(C1=CC=C(C=C1)OC)C1=CC=C(C=C1)OC)N(C1=CC=C(C=C1)OC)C1=CC=C(C=C1)OC)C1=CC=C(C=C1)OC